bis-(2-oxo-3-oxazolidinyl)-phosphorylchloride O=C1OCCN1P(=O)(N1C(OCC1)=O)Cl